(5S)-5-cyclopropyl-5-[(2R)-3-methyl-2-[5-(trifluoromethyl)-1,3,3a,7a-tetrahydroisoindole-2-carbonyl]butyl]imidazolidine-2,4-dione C1(CC1)[C@]1(C(NC(N1)=O)=O)C[C@H](C(C)C)C(=O)N1CC2C=CC(=CC2C1)C(F)(F)F